N-(1-methoxypropan-2-yl)-5-(4-(trifluorometh-yl)phenoxy)-3,4-dihydro-isoquinoline-2(1H)-carboxamide COCC(C)NC(=O)N1CC2=CC=CC(=C2CC1)OC1=CC=C(C=C1)C(F)(F)F